C(#N)C1=CC(=C(COC2=CC=CC(=N2)N2C[C@@H](N(CC2)[C@@H](C)C2=NC3=C(N2C[C@H]2OCC2)C=C(C=C3)C(=O)OC)CF)C=C1)F methyl 2-((S)-1-((R)-4-(6-((4-cyano-2-fluorobenzyl) oxy) pyridin-2-yl)-2-(fluoromethyl) piperazin-1-yl) ethyl)-1-(((S)-oxetan-2-yl) methyl)-1H-benzo[d]imidazole-6-carboxylate